(S)-2-bromo-N-(1-(4-fluoro-3-methylphenyl)ethyl)acetamide BrCC(=O)N[C@@H](C)C1=CC(=C(C=C1)F)C